CN1N=C2C(=C1C1=CC(=C(C(=C1)F)F)F)C[C@H]1CCC[C@@H]2N1C(=O)C=1C=NC=NC1 ((5R-9S)-2-Methyl-3-(3,4,5-trifluorophenyl)-4,5,6,7,8,9-hexahydro-2H-5,9-epiminocycloocta[c]pyrazol-10-yl)(pyrimidin-5-yl)methanone